tert-butyl 4-(5-hydroxy-4-(isoxazol-4-ylcarbamoyl)-1-methyl-6-oxo-1,6-dihydropyrimidin-2-yl)piperidine-1-carboxylate OC1=C(N=C(N(C1=O)C)C1CCN(CC1)C(=O)OC(C)(C)C)C(NC=1C=NOC1)=O